NC1=C(C2=C(C=3N(C(=C2)C)N=CN3)N1C1=C(C(=CC=C1C)OC)C)C(=O)N 8-amino-9-(3-methoxy-2,6-dimethylphenyl)-5-methyl-9H-pyrrolo[2,3-c][1,2,4]triazolo[1,5-a]pyridine-7-carboxamide